C(CCCCCCCCCCCCC\C=C/CC)O (Z)-15-octadecenol